2-[1-[(5-bromo-2-nitrophenyl)amino]-3-azabicyclo[3.2.1]octan-3-yl]ethanol BrC=1C=CC(=C(C1)NC12CN(CC(CC1)C2)CCO)[N+](=O)[O-]